N1=C(C=CC=C1)C=1N=CSC1 4-(2-pyridyl)thiazol